ClC1=C(C=CC(=C1)Cl)C(=O)C=1C=NN(C1OCC1=CC=CC=C1)C [5-(benzyloxy)-1-methyl-1H-pyrazol-4-yl] (2,4-dichlorophenyl) ketone